BrC1=NC=CC(=C1CCNC(OC(C)(C)C)=O)Br tert-butyl (2-(2,4-dibromopyridin-3-yl)ethyl)carbamate